6-chloro-3-(((R)-1-(2-cyano-3-((R)-3,3-difluoro-5-(hydroxymethyl)piperidin-1-yl)-7-methylquinoxalin-5-yl)ethyl)amino)picolinic acid ClC1=CC=C(C(=N1)C(=O)O)N[C@H](C)C1=C2N=C(C(=NC2=CC(=C1)C)C#N)N1CC(C[C@H](C1)CO)(F)F